CN1N=C(C2=CC(=CC=C12)C=1C(=NN2C1N=C(C=C2NCC2=CC(=NC=C2)C(F)(F)F)C)C)C 3-(1,3-dimethyl-1H-indazol-5-yl)-2,5-dimethyl-N-[(2-trifluoromethylpyridin-4-yl)methyl]pyrazolo[1,5-a]pyrimidin-7-amine